[Cl-].FC1=CC=C(C=C1)N1C=[N+]2C(C=3NC4=CC=CC=C4C3C=C2)=C1C1=CC=C(C=C1)[N+](=O)[O-] 2-(4-Fluorophenyl)-1-(4-nitrophenyl)-2,11-dihydroimidazo[1',5':1,2]pyrido[3,4-b]indol-4-ium chloride